3-(1,3-dihydroxy-2,2-dimethylpropyl)-3-phenethylpyrrolidine-1-carboxylic acid tert-butyl ester C(C)(C)(C)OC(=O)N1CC(CC1)(CCC1=CC=CC=C1)C(C(CO)(C)C)O